C(C)(=O)C1=C(C=CC(=C1)OC)N1N=C(C(C1=O)C(=O)NC1=CC(=CC=C1)C(CC)(F)F)C 1-(2-acetyl-4-methoxyphenyl)-N-(3-(1,1-difluoropropyl)phenyl)-3-methyl-5-oxo-4,5-dihydro-1H-pyrazole-4-carboxamide